C(C(CCCC)([2H])[2H])(=O)N1CC2(CC2)C[C@H]1C(=O)N[C@@H](C[C@H]1C(NCC1)=O)C(COC(F)(F)F)=O (S)-5-(hexanoyl-2,2-d2)-N-((S)-3-oxo-1-((S)-2-oxopyrrolidin-3-yl)-4-(trifluoromethoxy)butan-2-yl)-5-azaspiro[2.4]heptane-6-carboxamide